BrC1=NN2C(NC(=CC2=O)C)=N1 2-Bromo-5-methyl-[1,2,4]triazolo[1,5-a]pyrimidin-7(4H)-one